NC1=C(C2=C(OCCO2)C(=C1)C(N)=O)NC/C=C/CN1C(=NC2=C1C(=CC(=C2)C(=O)N)C)NC(=O)C2=CC(=NN2CC)C (E)-1-(4-(6-amino-8-carbamoyl-2,3-dihydrobenzo[b][1,4]dioxin-5-ylamino)but-2-enyl)-2-(1-ethyl-3-methyl-1H-pyrazole-5-carboxamido)-7-methyl-1H-benzo[d]imidazole-5-carboxamide